N-(2-(2,6-dioxopiperidin-3-yl)-1,3-dioxoisoindolin-5-yl)-4-(trifluoromethyl)benzenesulfonamide O=C1NC(CCC1N1C(C2=CC=C(C=C2C1=O)NS(=O)(=O)C1=CC=C(C=C1)C(F)(F)F)=O)=O